OC(C[N+](C)(C)C)C 2-hydroxypropyl-trimethylammonium